(S)-quinuclidin-3-amine HCl salt Cl.N12C[C@H](C(CC1)CC2)N